CC=1SC2=C(N1)C=C(C=C2)C=2N=C1N(C(C2)=O)C=C(C=C1)N1C[C@@H](NCC1)C 2-(2-methyl-1,3-benzothiazol-5-yl)-7-[(3S)-3-methylpiperazin-1-yl]-4H-pyrido[1,2-a]pyrimidin-4-one